tris-silyl phosphite P(O[SiH3])(O[SiH3])O[SiH3]